5-[4-[(3S)-1-(3-fluoropropyl)pyrrolidin-3-yl]oxyphenyl]-6-(4-methoxy-2-methyl-phenyl)-8,9-dihydro-7H-benzo[7]annulen-2-ol FCCCN1C[C@H](CC1)OC1=CC=C(C=C1)C1=C(CCCC2=C1C=CC(=C2)O)C2=C(C=C(C=C2)OC)C